1-(4-(4-((5-bromo-4-((2-(dimethylphosphono)-3,4-dimethylphenyl)amino)pyrimidine-2-yl)amino)-2,5-dichlorophenyl)piperazin-1-yl)-2,2,2-trifluoroethane-1-one BrC=1C(=NC(=NC1)NC1=CC(=C(C=C1Cl)N1CCN(CC1)C(C(F)(F)F)=O)Cl)NC1=C(C(=C(C=C1)C)C)P(=O)(OC)OC